2-(2-amino-[1,2,4]triazolo[1,5-a]pyridin-7-yl)-N-(1-benzyl-1H-pyrazol-4-yl)-6-fluoroquinoline-4-carboxamide NC1=NN2C(C=C(C=C2)C2=NC3=CC=C(C=C3C(=C2)C(=O)NC=2C=NN(C2)CC2=CC=CC=C2)F)=N1